7-bromo-2-(2-cyclopropyl-4-methoxyphenyl)-8-hydroxy-3-(oxazol-5-ylmethyl)benzo[4,5]thieno[2,3-d]pyrimidin-4(3H)-one BrC1=C(C2=C(C3=C(N=C(N(C3=O)CC3=CN=CO3)C3=C(C=C(C=C3)OC)C3CC3)S2)C=C1)O